diethyl 3-bromopyridine-2,5-dicarboxylate BrC=1C(=NC=C(C1)C(=O)OCC)C(=O)OCC